OC[C@H]1O[C@H]([C@@H]([C@H]([C@@H]1O)O)O)C1=CC(=C(C=C1)C)CC=1C=C2C(=CC1)OCCC21CC1 (2R,3S,4R,5R,6S)-2-(hydroxymethyl)-6-[4-methyl-3-(spiro[chromane-4,1'-cyclopropane]-6-ylmethyl)phenyl]tetrahydropyran-3,4,5-triol